tris[2,3-dipentyl(1-aziridinyl)]propionate C(CCCC)C1N(C1CCCCC)C(CC(=O)[O-])(N1C(C1CCCCC)CCCCC)N1C(C1CCCCC)CCCCC